BrC=1C=C2C(=C(C=NC2=CC1F)[N+](=O)[O-])C1(CC(C1)C=1C=NC(=CC1)OC)C(=O)OC Methyl 1-(6-bromo-7-fluoro-3-nitroquinolin-4-yl)-3-(6-methoxypyridin-3-yl)cyclobutane-1-carboxylate